BrC1=CC(=C(CNC2CCC(CC2)C(=O)OC)C(=C1)[N+](=O)[O-])C (1s,4s)-methyl 4-(4-bromo-2-methyl-6-nitrobenzylamino)cyclohexanecarboxylate